6-((3-(4-(3-(6-(cyclopropanecarboxamido)-1-(methylamino)-2,7-naphthyridin-4-yl)-2-methoxyphenyl)-1H-pyrazol-1-yl)azetidin-1-yl)methyl)picolinic acid C1(CC1)C(=O)NC=1C=C2C(=CN=C(C2=CN1)NC)C=1C(=C(C=CC1)C=1C=NN(C1)C1CN(C1)CC1=CC=CC(=N1)C(=O)O)OC